N-[3-(6-fluoro-1,3-benzothiazol-2-yl)-1-bicyclo[1.1.1]pentanyl]-5-(1-methylsulfonylcyclopropyl)furan-2-carboxamide FC1=CC2=C(N=C(S2)C23CC(C2)(C3)NC(=O)C=3OC(=CC3)C3(CC3)S(=O)(=O)C)C=C1